(1R,2aS,2bR,4aR,6R,8aS,8bR,10aS)-1-(methoxymethyl)-6,10a-dimethylhexadecahydrocyclobuta[a]phenanthren-6-ol COC[C@@H]1C[C@@H]2[C@@]1(CC[C@@H]1[C@H]3CC[C@](C[C@H]3CC[C@@H]21)(O)C)C